C(C(C)C)N(CCO)CC(C)C diisobutylethanolamine